4-{1-[2-(benzylamino)-2-oxoethyl]-1H-benzimidazol-2-yl}-N-(3-methoxyphenyl)benzamide Hexyl-Ethylhexanoate C(CCCCC)C(C(=O)O)(CCCC)CC.C(C1=CC=CC=C1)NC(CN1C(=NC2=C1C=CC=C2)C2=CC=C(C(=O)NC1=CC(=CC=C1)OC)C=C2)=O